FC=1C=C(C=CC1F)CCC[N+](=O)[O-] (R)-1-(3,4-difluorophenyl)-3-nitropropane